anthraquinone-2,7-disulfonic acid sodium [Na].C1=C(C=CC=2C(C3=CC=C(C=C3C(C12)=O)S(=O)(=O)O)=O)S(=O)(=O)O